2-(2-chlorophenyl)-N-(2-(cyclobutylcarbonyl)-5-sulfamoyl-1,2,3,4-tetrahydroisoquinolin-7-yl)acetamide ClC1=C(C=CC=C1)CC(=O)NC1=CC(=C2CCN(CC2=C1)C(=O)C1CCC1)S(N)(=O)=O